N-(8-amino-7-fluoro-6-(1-ethenyl-1H-pyrrole-2-yl)isoquinolin-3-yl)-4-(4-methylpiperazin-1-yl)benzamide NC=1C(=C(C=C2C=C(N=CC12)NC(C1=CC=C(C=C1)N1CCN(CC1)C)=O)C=1N(C=CC1)C=C)F